(R)-6-(1-acetylpiperidin-3-yl)-7-fluoro-4-(2-methoxy-4-(piperazin-1-yl)phenyl)-N,N-dimethyl-1H-indole-2-carboxamide C(C)(=O)N1C[C@H](CCC1)C1=CC(=C2C=C(NC2=C1F)C(=O)N(C)C)C1=C(C=C(C=C1)N1CCNCC1)OC